1,1,1-trifluoropropan-2-yl (3R,4S)-3-(5-{4-amino-5-[(4,4-difluoropiperidin-1-yl)methyl]pyrrolo[2,1-f][1,2,4]triazin-7-yl}-2-methoxypyridine-3-amido)-4-fluoropyrrolidine-1-carboxylate NC1=NC=NN2C1=C(C=C2C=2C=C(C(=NC2)OC)C(=O)N[C@@H]2CN(C[C@@H]2F)C(=O)OC(C(F)(F)F)C)CN2CCC(CC2)(F)F